ClC=1C=NC2=C(C=C(C=C2C1)COC1=CN=NC(=C1)I)F 3-chloro-8-fluoro-6-(((6-iodopyridazin-4-yl)oxy)methyl)quinoline